P(=O)(O)(O)[O-].[Na+] sodium Dihydrogen Phosphate